(E)-6-((1S,2R,3R,5S)-3,5-dihydroxy-2-((Z)-pent-2-en-1-yl)cyclopentyl)-4-hydroxyhex-5-enoic acid O[C@H]1[C@@H]([C@@H]([C@H](C1)O)/C=C/C(CCC(=O)O)O)C\C=C/CC